1-acryloylpyrrolidin-3-one C(C=C)(=O)N1CC(CC1)=O